3-[2-[[(3S,SR)-5-hydroxy-3-piperidyl]amino]-5-(trifluoromethyl)pyrimidin-4-yl]-1H-indole-6-carbonitrile O[C@H]1C[C@@H](CNC1)NC1=NC=C(C(=N1)C1=CNC2=CC(=CC=C12)C#N)C(F)(F)F |&1:1|